FC=1C=C(C=CC1CO)B(O)O [3-fluoro-4-(hydroxymethyl)phenyl]boronic acid